CS(=O)(=O)C1(CC1)C1=CC=C(O1)C(=O)N 5-(1-methylsulfonylcyclopropyl)furan-2-carboxamide